5-(3-(Prop-1-ynyl)phenoxy)-1H-1,2,3-triazole C(#CC)C=1C=C(OC2=CN=NN2)C=CC1